methyl-6-[2-(l-1-{[4-(dimethylamino)butanoyl]oxy}icosyl)cyclopropyl]hexanoate COC(CCCCCC1C(C1)C(CCCCCCCCCCCCCCCCCCC)OC(CCCN(C)C)=O)=O